ClC=1C(=C(C=CC1OC=1C=CC2=C(N=C(S2)C)C1)NC=1C2=C(N=CN1)C=CC(=N2)OC2CCN(CC2)C(C=C)=O)F 1-(4-((4-((3-chloro-2-fluoro-4-((2-methylbenzo[d]thiazol-5-yl)oxy)phenyl)amino)pyrido[3,2-d]pyrimidin-6-yl)oxy)piperidin-1-yl)prop-2-en-1-one